lithium (5-methoxypyrazin-2-yl)acetate COC=1N=CC(=NC1)CC(=O)[O-].[Li+]